2-(2-(cyclopropylmethyl)-1-(3-fluoro-4-sulfamoylbenzyl)-5-(3-(oxetan-3-ylethynyl)phenyl)-1H-pyrrol-3-yl)-5-methylthiazole-4-carboxylic acid C1(CC1)CC=1N(C(=CC1C=1SC(=C(N1)C(=O)O)C)C1=CC(=CC=C1)C#CC1COC1)CC1=CC(=C(C=C1)S(N)(=O)=O)F